1-[2-[2-[tert-butyl-(dimethyl)silanyl]oxyethyl]-5-isopropoxy-pyrazol-3-yl]ethanone methyl-3-cyclopentyl-1-methylindazole-5-carboxylate COC(=O)C=1C=C2C(=NN(C2=CC1)C)C1CCCC1.C(C)(C)(C)[Si](OCCN1N=C(C=C1C(C)=O)OC(C)C)(C)C